FC1=CC2=C(C=N1)[C@H]1CC[C@@H]([C@H]2F)N1 (5S,6S,9R)-3,5-difluoro-6,7,8,9-tetrahydro-5H-6,9-epiminocyclohepta[c]pyridine